[N-[4-Amino-5-[4-(difluoromethoxy)benzoyl]thiazol-2-yl]-4-(difluoromethoxy)-3-fluoroanilino]propanamid NC=1N=C(SC1C(C1=CC=C(C=C1)OC(F)F)=O)N(C1=CC(=C(C=C1)OC(F)F)F)C(C(=O)N)C